2-chloro-N-(4-(hydroxymethyl)-6-methoxy-5-(2H-1,2,3-triazol-2-yl)pyridin-2-yl)-8,8-dimethyl-7,8-dihydro-6H-cyclopenta[e]pyrazolo[1,5-a]pyrimidine-6-carboxamide ClC1=NN2C(N=CC3=C2C(CC3C(=O)NC3=NC(=C(C(=C3)CO)N3N=CC=N3)OC)(C)C)=C1